((4-(((2-(4-(pyrimidin-5-yl)phenyl)cyclopropyl)amino)methyl)piperidin-1-yl)methyl)benzamide TFA salt OC(=O)C(F)(F)F.N1=CN=CC(=C1)C1=CC=C(C=C1)C1C(C1)NCC1CCN(CC1)CC1=C(C(=O)N)C=CC=C1